3-(benzyl-(4-(3,4-dichlorophenyl)-5-isobutylthiazol-2-yl)amino)propionic acid C(C1=CC=CC=C1)N(CCC(=O)O)C=1SC(=C(N1)C1=CC(=C(C=C1)Cl)Cl)CC(C)C